OC[C@@H]1N(CC(C1)C)C(=O)OC(C)(C)C tert-butyl (2R)-2-(hydroxymethyl)-4-methylpyrrolidine-1-carboxylate